COC1=NC(NC=C1)=O 4-methoxypyrimidin-2(1H)-one